N1N=NN=C1NC1=NN=NN1 N,N-bis(1H-tetrazole-5-yl)-amine